C(C)(C)(C)OC(=O)N1C[C@H](N(CC1)C1=NC(=CC=C1)OCC1=C(C=C(C=C1)C#N)F)C (R)-4-(6-((4-cyano-2-fluorobenzyl)oxy)pyridin-2-yl)-3-methylpiperazine-1-carboxylic acid tert-butyl ester